(E)-2-((3r,5r)-3-(4-amino-3-(2-fluoro-4-phenoxyphenyl)-1H-pyrazolo[3,4-d]pyrimidin-1-yl)-5-methoxypiperidin-1-carbonyl)-4,4-dimethylpent-2-enenitrile NC1=C2C(=NC=N1)N(N=C2C2=C(C=C(C=C2)OC2=CC=CC=C2)F)[C@H]2CN(C[C@@H](C2)OC)C(=O)\C(\C#N)=C\C(C)(C)C